(-)-1-(4-fluorophenyl)-3-[(3S*,4R*)-4-(4-methylthiophenyl)-2-oxopyrrolidin-3-yl]urea FC1=CC=C(C=C1)NC(=O)N[C@@H]1C(NC[C@H]1C=1SC=C(C1)C)=O |o1:11,15|